C(CC)C1=CC=C(COCC/C=C/CCN2C[C@@H]([C@H]([C@@H]([C@H](C2)O)O)O)O)C=C1 (3S,4R,5R,6S)-1-{(3E)-6-[(4-propylbenzyl)oxy]-3-hexen-1-yl}-3,4,5,6-azepanetetrol